8-(1-methylcyclohexyloxymethyloxycarbonyl)-tetracyclo[4.4.0.12,5.17,10]-3-dodecene CC1(CCCCC1)OCOC(=O)C1C2C3C4C=CC(C3C(C1)C2)C4